1-(1,2,3,5,6,7-hexahydro-s-indacen-4-yl)-3-[(1-methyl-1H-pyrazol-4-yl)[2-(methylamino)ethyl]sulfamoyl]urea C1CCC2=C(C=3CCCC3C=C12)NC(=O)NS(N(CCNC)C=1C=NN(C1)C)(=O)=O